isopropyl (S)-6-diazo-2-(4-methoxy-1-methylpiperidine-4-carboxamido)-5-oxohexanoate [N+](=[N-])=CC(CC[C@@H](C(=O)OC(C)C)NC(=O)C1(CCN(CC1)C)OC)=O